N-(tetrahydro-2H-pyran-4-yl)-2-(2-((2,2,2-trifluoroethyl)amino)pyridin-4-yl)-1-((2-(trimethylsilyl)ethoxy)methyl)-1H-pyrrolo[3,2-c]pyridin-6-amine O1CCC(CC1)NC1=CC2=C(C=N1)C=C(N2COCC[Si](C)(C)C)C2=CC(=NC=C2)NCC(F)(F)F